3-(3-quinolyl)-L-alanine N1=CC(=CC2=CC=CC=C12)C[C@H](N)C(=O)O